2-(4-((2-acetamidothiazol-5-yl)methyl)piperazin-1-yl)-N-(6-ethoxybenzo[d]thiazol-2-yl)acetamide C(C)(=O)NC=1SC(=CN1)CN1CCN(CC1)CC(=O)NC=1SC2=C(N1)C=CC(=C2)OCC